2-azabicyclo[2.2.1]heptane-2,5-dicarboxylate C12N(CC(C(C1)C(=O)[O-])C2)C(=O)[O-]